iron tricarbamate C(N)([O-])=O.C(N)([O-])=O.C(N)([O-])=O.[Fe+3]